methyl 2,2,3,3,4,4-hexafluoro-4-[(trifluorovinyl)oxy]butanoate FC(C(=O)OC)(C(C(OC(=C(F)F)F)(F)F)(F)F)F